COC1=CC=C(CNC2=NC(=C(C=C2)C(F)(F)F)C)C=C1 N-(4-methoxybenzyl)-6-methyl-5-(trifluoromethyl)pyridin-2-amine